C1(=CC=CC=C1)N1N=C(N=C1C1=C(C=CC=C1)C(F)(F)F)C1=C(C=CC=C1)O 2-(1-phenyl-5-(2-(trifluoromethyl)phenyl)-1H-1,2,4-triazol-3-yl)phenol